5-bromo-4-(2,2-difluoroethyl)-2-fluoro-N,N-bis(4-methoxybenzyl)-3-methylaniline BrC=1C(=C(C(=C(N(CC2=CC=C(C=C2)OC)CC2=CC=C(C=C2)OC)C1)F)C)CC(F)F